O=C1NC(CCC1N1C(C2=CC=C(C=C2C1=O)OCCCCCC1CCN(CC1)CC1CC(C1)OC1=NC=C(C=C1)C=1C=CC=2C3=C(N(C2C1)C)C=CN=C3)=O)=O 2-(2,6-dioxopiperidin-3-yl)-5-((5-(1-(((1r,3r)-3-((5-(5-methyl-5H-pyrido[4,3-b]indol-7-yl)pyridin-2-yl)oxy)cyclobutyl)methyl)piperidin-4-yl)pentyl)oxy)isoindoline-1,3-dione